N-(4-((4-phenethyl-4-(pyridin-2-yl)piperidin-1-yl)methyl)phenyl)pentanamide C(CC1=CC=CC=C1)C1(CCN(CC1)CC1=CC=C(C=C1)NC(CCCC)=O)C1=NC=CC=C1